5-(1-(oxetan-3-yl)-1H-pyrazol-4-yl)benzo[d]thiazol-7-ol O1CC(C1)N1N=CC(=C1)C=1C=C(C2=C(N=CS2)C1)O